7-[(2-amino-3-chloropyridin-4-yl)sulfonyl]-4-(4-amino-4-methylpiperidin-1-yl)-1H,2H,3H-pyrrolo[3,4-c]pyridin-1-one NC1=NC=CC(=C1Cl)S(=O)(=O)C=1C2=C(C(=NC1)N1CCC(CC1)(C)N)CNC2=O